F[C@H]1CNCC[C@H]1OCC#CC1=C(C=CC=2N(C(N(C21)C)=O)C2C(NC(CC2)=O)=O)OC 3-[4-[3-[[(3S,4R)-3-fluoro-4-piperidyl]oxy]prop-1-ynyl]-5-methoxy-3-methyl-2-oxo-benzimidazol-1-yl]piperidine-2,6-dione